CC=1N=C(SC1C)NS([O-])(=O)=O.[Na+] Sodium N-(4,5-dimethyl-1,3-thiazol-2-yl)sulfamate